methyl (1R,2S,3R)-3-[(4-chlorophenyl)methyl]-2-hydroxy-1-methyl-2-(1H-1,2,4-triazol-1-ylmethyl)cyclopentane-1-carboxylate ClC1=CC=C(C=C1)C[C@@H]1[C@]([C@@](CC1)(C(=O)OC)C)(CN1N=CN=C1)O